C[Si](CCOCN1N=CC=2C3=C(C=CC12)SC(=C3)C(C)=O)(C)C 1-(3-((2-(trimethylsilyl)ethoxy)methyl)-3H-thieno[3,2-e]indazol-7-yl)ethan-1-one